FC1=CC(=C2C=CNC2=C1)C=1N=C(C2=C(N1)N(C=C2)S(=O)(=O)C)N2[C@@H](COCC2)C (R)-4-(2-(6-fluoro-1H-indol-4-yl)-7-(methylsulfonyl)-7H-pyrrolo[2,3-d]pyrimidin-4-yl)-3-methylmorpholine